BrC=1C(=CC(=NC1)Cl)COC1OCCCC1 5-bromo-2-chloro-4-(tetrahydropyran-2-yloxymethyl)pyridine